C(CCCCCCC\C=C/CCCCCCCC)(=O)C(C(=O)O)CCN oleoyl-γ-aminobutyric acid